3-(4-cyclopropyl-2,5-dioxo-imidazolidin-4-yl)propionic acid tert-butyl ester C(C)(C)(C)OC(CCC1(NC(NC1=O)=O)C1CC1)=O